S[SiH3] sulfydryl-silane